N~2~-{4-[(cyclopropylsulfonyl)methyl]phenyl}-6-fluoro-7-(8-methyl-2,3-dihydro-1H-pyrido[2,3-b][1,4]oxazin-7-yl)quinazoline-2,5-diamine C1(CC1)S(=O)(=O)CC1=CC=C(C=C1)NC1=NC=2C=C(C(=C(C2C=N1)N)F)C1=C(C2=C(OCCN2)N=C1)C